BrC1=C(C(=O)[O-])C=CC=N1 bromonicotinate